ClC1=CC(=C(C=C1)C(O)(C=1NC(=CN1)C)C1=C(C=C(C=C1)Cl)OC)OC bis(4-chloro-2-methoxyphenyl)(5-methyl-1H-imidazol-2-yl)methanol